FC(C=1N=C(OC1C=O)[C@@H](C)O)F (4-(difluoromethyl)-2-((R)-1-hydroxyethyl)oxazol-5-yl)methanone